Cl.NC/C(/CN1N=C2N(C=CC(=C2)C=2C=C3CCC(NC3=C(C2)C)=O)C1=O)=C\F 6-{2-[(2E)-2-(aminomethyl)-3-fluoroprop-2-en-1-yl]-3-oxo-2,3-dihydro[1,2,4]triazolo[4,3-a]pyridin-7-yl}-8-methyl-3,4-dihydroquinolin-2(1H)-one hydrochloride